sodium trifluoroacetate salt FC(C(=O)[O-])(F)F.[Na+]